CC1(C=CC=C1)[Zr]C=1C(C2=CC=CC(=C2C1)C)C (methylcyclopentadienyl)(1,4-dimethylindenyl)zirconium